(4-(2,4-dihydroxyphenyl)thiazol-2-yl)-3-methyl-2-oxobutanamide OC1=C(C=CC(=C1)O)C=1N=C(SC1)C(C(C(=O)N)=O)(C)C